N-(8'-bromo-4'H-spiro[cyclopropane-1,5'-naphtho[2,1-d]isoxazol]-3'-yl)-2,4-dimethoxy-N-(2-(trimethylsilyl)ethyl)pyridine-3-sulfonamide BrC1=CC=C2C3(CC=4C(=NOC4C2=C1)N(S(=O)(=O)C=1C(=NC=CC1OC)OC)CC[Si](C)(C)C)CC3